CCCCC=C(CC)C1=C(C(=O)O)C=CC=C1 Octane-5-en-6-ylbenzoic acid